O1CCC(CC1)OC1=NC=CC=C1C=1C=C2CCC(SC2=CC1)CCC(=O)O 3-{6-[2-(tetrahydro-pyran-4-yloxy)-pyridin-3-yl]-thiochroman-2-yl}-propionic acid